[Fe](Cl)Cl.ClC1=C(C(=CC=C1)C)N=C(C)C1=NC(=CC=C1)C(C)=NC1=C(C=CC=C1C)Cl 2,6-bis[1-(2-chloro-6-methylphenyl-imino)ethyl]pyridine iron (II) dichloride